(±)-4-(4-oxo-4-(5-(5-(trifluoromethyl)pyrimidin-2-yl)-2,5-diazabicyclo[2.2.2]octan-2-yl)butyl)phthalazin-1(2H)-one O=C(CCCC1=NNC(C2=CC=CC=C12)=O)N1C2CN(C(C1)CC2)C2=NC=C(C=N2)C(F)(F)F